tert-Butyl 7-chloro-5-oxo-3,5-dihydro-1H-spiro[imidazo[1,2-c]pyrimidine-2,3'-oxetane]-1-carboxylate ClC=1C=C2N(C(N1)=O)CC1(COC1)N2C(=O)OC(C)(C)C